8-iodo-3,3,4,4,5,5,6,6-octafluoro-1-octene ICCC(C(C(C(C=C)(F)F)(F)F)(F)F)(F)F